(S)-(3-methylpyridin-2-yl)(phenyl)methanol CC=1C(=NC=CC1)[C@@H](O)C1=CC=CC=C1